C(#N)C1=CNC2=C(C=CC=C12)NS(=O)(=O)C=1NC(N(C1)CC(C)(C)O)=O N-(3-cyano-1H-indol-7-yl)-1-(2-hydroxy-2-methylpropyl)-2-oxo-2,3-dihydro-1H-imidazole-4-sulfonamide